((4-methoxybenzyl)oxy)-2-methylbenzofuran-3-carboxylic acid COC1=CC=C(COC2=CC=CC3=C2C(=C(O3)C)C(=O)O)C=C1